(1-methyl-1H-pyrazol-4-yl)acetic acid 1-(4-(phenylmethoxy) phenyl)-1-oxopropan-2-yl ester C1(=CC=CC=C1)COC1=CC=C(C=C1)C(C(C)OC(CC=1C=NN(C1)C)=O)=O